FC1=CC=C(CC2=CC3=C(N(C2=O)C)CCN3)C=C1 6-(4-fluorobenzyl)-4-methyl-1,2,3,4-tetrahydro-5H-pyrrolo[3,2-b]pyridin-5-one